tert-butyl (1-(2-chloroquinolin-4-yl)cyclopropyl)carbamate ClC1=NC2=CC=CC=C2C(=C1)C1(CC1)NC(OC(C)(C)C)=O